O1SNOC=C1 oxathiazoxain